NC=1N=C(SC1C(C1=CC=C(C=C1)OCC(=O)N(C1=CC=C(C=C1)C)C)=O)N(C1=CC=C(C=C1)F)C(C(=O)N)C (N-[4-amino-5-[4-[2-(N,4-dimethylanilino)-2-oxo-ethoxy]benzoyl]thiazol-2-yl]-4-fluoro-anilino)propanamide